N-((2S)-1,1-dicyclopropyl-3-((2-fluoro-4-((2S)-1-oxo-1-((1,1,1-trifluoro-4-hydroxybutan-2-yl)amino)propan-2-yl)phenyl)amino)-3-oxopropan-2-yl)-1-ethyl-1H-pyrazole-5-carboxamide C1(CC1)C([C@@H](C(=O)NC1=C(C=C(C=C1)[C@@H](C(NC(C(F)(F)F)CCO)=O)C)F)NC(=O)C1=CC=NN1CC)C1CC1